4-benzyloxy-2-[2-(3,4-difluoro-2-methoxy-phenoxy)-5-fluoro-4-(trifluoromethyl)phenyl]-6-methyl-5-(methylsulfinylimino)-pyridine-3-carboxylic acid ethyl ester C(C)OC(=O)C1=C(N=C(C(C1OCC1=CC=CC=C1)=NS(=O)C)C)C1=C(C=C(C(=C1)F)C(F)(F)F)OC1=C(C(=C(C=C1)F)F)OC